NC1=NC(=NC2=CC(=CC=C12)C=1C=C(C=CC1)NC(C=C)=O)NCC(C)O N-(3-{4-amino-2-[(2-hydroxypropyl)amino]quinazolin-7-yl}phenyl)prop-2-enamide